O[C@@H]1CN(C[C@@H](C1)O)C1=CC=C(C=C1)NC1=NC=C(C(=N1)N1CC(C(CC1)=O)C)C(F)(F)F 1-[2-({4-[(3S,5R)-3,5-dihydroxypiperidin-1-yl]phenyl}amino)-5-(trifluoromethyl)pyrimidine-4-yl]-3-methylpiperidin-4-one